5-methyl-4-(2-naphthyl)-2-(3-thienyl)imidazole CC1=C(N=C(N1)C1=CSC=C1)C1=CC2=CC=CC=C2C=C1